C1(CC1)[C@H](C)N1C=NC=C(C1=O)C1=CC=C(C=C1)C1(CC1)NC(=O)C1=NC=C2C(=N1)N(N=C2)C(C)C (S)-N-(1-(4-(1-(1-cyclopropylethyl)-6-oxo-1,6-dihydropyrimidin-5-yl)phenyl)cyclopropyl)-1-isopropyl-1H-pyrazolo[3,4-d]pyrimidine-6-carboxamide